C[Si](C1=C(C(=C(C(=C1F)F)F)F)F)(C(C(C(CCC(F)(F)F)(F)F)(F)F)(F)F)C dimethylnonafluorohexyl-pentafluorophenyl-silane